FC(C1=NN(C=C1NC(=O)C=1N=C(SC1)C=1C=NNC1)CC1(COC1)C)F N-{3-(difluoromethyl)-1-[(3-methyloxetan-3-yl)methyl]-1H-pyrazol-4-yl}-2-(1H-pyrazol-4-yl)-1,3-thiazole-4-carboxamide